ClC1=C(C=CC2=C1C(=N[C@H](C=1N2C=CC(N1)=O)C)C1=C(C=CC=C1F)F)Cl (5S)-8,9-dichloro-7-(2,6-difluorophenyl)-5-methyl-5H-pyrimido[1,2-a][1,4]benzodiazepin-3-one